(Z)-heptadecenyl-3-(2-hydroxyethyl)-imidazolinium chloride [Cl-].C(=C/CCCCCCCCCCCCCCC)/[NH+]1CN(CC1)CCO